IC=1C=C2C=NN(C2=CC1)C 5-iodo-1-methylindazole